(S)-3-(6-bromopyridin-2-yl)-5-methyl-5,6-dihydro-8H-[1,2,4]triazolo[3,4-c][1,4]oxazine BrC1=CC=CC(=N1)C1=NN=C2COC[C@@H](N21)C